2-(trifluoromethyl)pyrimidin-5-yl (5R)-3,3-difluoro-5-(2-oxopyrrolidin-1-yl)piperidine-1-carboxylate FC1(CN(C[C@@H](C1)N1C(CCC1)=O)C(=O)OC=1C=NC(=NC1)C(F)(F)F)F